BrC=1C=C(C(=NC1)C1=NC2=C(N=NC(=C2)S(=O)(=O)C(F)(F)F)N1C)S(=O)(=O)CC 5-bromo-3-(ethylsulfonyl)-2-[7-methyl-3-trifluoromethanesulfonyl-imidazo[4,5-c]pyridazin-6-yl]pyridine